NC=1SC(=C(N1)C=1C=C(C#N)C=CC1)C1=CC(=NC(=C1)C)C(C)(C)OCC1=CC=C(C=C1)OC 3-[2-amino-5-[2-[1-[(4-methoxyphenyl)methoxy]-1-methyl-ethyl]-6-methyl-4-pyridyl]thiazol-4-yl]benzonitrile